2-(4-chloro-2-fluorophenoxy)-1-(4-((2,3-dihydrobenzofuran-5-yl)sulfonyl)piperazin-1-yl)-2-methylpropan-1-one ClC1=CC(=C(OC(C(=O)N2CCN(CC2)S(=O)(=O)C=2C=CC3=C(CCO3)C2)(C)C)C=C1)F